4-((6-hydroxypyridin-2-yl)methyl)picolinamide OC1=CC=CC(=N1)CC1=CC(=NC=C1)C(=O)N